N-carbobenzoxy-2-(3-methoxyphenyl)ethylamine C(=O)(OCC1=CC=CC=C1)NCCC1=CC(=CC=C1)OC